(2E)-4-(dimethylamino)-1-(4-{5-fluoro-4-[(3-methyl-4-{[1,2,4]triazolo[1,5-a]pyridin-7-ylmethyl}phenyl)amino]quinazolin-6-yl}piperazin-1-yl)but-2-en-1-one CN(C/C=C/C(=O)N1CCN(CC1)C=1C(=C2C(=NC=NC2=CC1)NC1=CC(=C(C=C1)CC1=CC=2N(C=C1)N=CN2)C)F)C